FC(C)(F)C1=NN(C=C1C)CC1C(CC1)C(F)(F)F 3-(1,1-difluoroethyl)-4-methyl-1-((2-(trifluoromethyl)cyclobutyl)methyl)-1H-pyrazole